1-[(α-D-mannopyranosyl) oxy]-13-({2-[(α-L-fucopyranosyl)oxy]ethyl}carbamoyl)-3,6,9,12,18-pentaazatetracosan-24-oate [C@H]1([C@@H](O)[C@@H](O)[C@H](O)[C@H](O1)CO)OCCNCCNCCNCCNC(CCCCNCCCCCC(=O)[O-])C(NCCO[C@H]1[C@@H](O)[C@H](O)[C@H](O)[C@@H](O1)C)=O